BrC1=C(C=CC=C1)C1=CC(=CC=C1)F 2-bromo-3'-fluoro-1,1'-biphenyl